NC1=CC=C(C=C1)N1N=C(C(=C1C1=CC(=C(C=C1)OC)F)C#N)C(F)(F)F 1-(4-aminophenyl)-5-(3-fluoro-4-methoxyphenyl)-3-(trifluoromethyl)-1H-pyrazole-4-carbonitrile